C1(CC(C(CC1)C(C)C)C(=O)N)C p-menthane-3-carboxamide